C(C)C1(C(NC(C(C1C1=C(C=CC=C1)Cl)(C(=O)[O-])C)C)COCCN)C(=O)[O-] 3-ethyl-5-methyl-2-(2-aminoethoxy-methyl)-4-(2-chlorophenyl)-6-methyl-1,4-dihydro-3,5-pyridinedicarboxylate